BrC=1C=C(SC1)[C@@H](C)NS(=O)C(C)(C)C N-((R)-1-(4-bromothiophen-2-yl)ethyl)-2-methylpropane-2-sulfinamide